C1(CC1)C#CC=1C(=CC(=NC1)NC(N(C)C1=NC(=C(C=C1)CN1C(CN(CC1)C)=O)C=O)=O)NCC1CC1 3-(5-(cyclopropylethynyl)-4-((cyclopropyl-methyl)amino)pyridin-2-yl)-1-(6-formyl-5-((4-methyl-2-oxopiperazin-1-yl)methyl)pyridin-2-yl)-1-methylurea